C(C1=CC=CC=C1)OC1=NC(=CC=C1N1C(N(C2=C1C=CC(=C2)N2CCC(CC2)CCCC(OC)OC)C)=O)OCC2=CC=CC=C2 1-(2,6-dibenzyloxy-3-pyridyl)-5-[4-(4,4-dimethoxybutyl)-1-piperidyl]-3-methyl-benzimidazol-2-one